6-(3-(Azetidin-1-ylsulfonyl)azetidin-1-yl)-2-phenyl-2H-pyrazolo[4,3-c]pyridine N1(CCC1)S(=O)(=O)C1CN(C1)C1=CC=2C(C=N1)=CN(N2)C2=CC=CC=C2